(3Z,7Z)-4,8,12-trimethyltrideca-3,7,11-trien-1-yl acetate C(C)(=O)OCC\C=C(/CC\C=C(/CCC=C(C)C)\C)\C